N1(CCNCC1)C(=O)C1=CNC(C2=CC=CC=C12)=O 4-(piperazine-1-carbonyl)isoquinolin-1(2H)-one